N1(CCCCCCC1)C1=NC=C(C=C1C(=O)NC1=CC(=CC=C1)S(=O)(=O)C)C(F)(F)F 2-(azocan-1-yl)-N-(3-methylsulfonylphenyl)-5-(trifluoromethyl)-pyridine-3-carboxamide